C(C)(C)(C)OC(=O)NC1CCC(N(C1)C(=O)[O-])CC racemic-5-((tert-butoxycarbonyl)amino)-2-ethylpiperidine-1-carboxylate